2-(4-chloro-3-fluorophenoxy)-N-{4-[3-(4-chloro-3-fluorophenyl)-1,2,4-oxadiazol-5-yl]-3-oxobicyclo[2.2.2]oct-1-yl}acetamide ClC1=C(C=C(OCC(=O)NC23CC(C(CC2)(CC3)C3=NC(=NO3)C3=CC(=C(C=C3)Cl)F)=O)C=C1)F